CC1=CC=CC(=N1)C1=C(N=CN1)C=1C=C2C=C(C=NC2=CC1)C(=O)O[C@H]1CNCCC1 [(3R)-3-piperidyl] 6-[5-(6-methyl-2-pyridyl)-1H-imidazol-4-yl]quinoline-3-carboxylate